CCC(CCC)OC=1C=C2C[C@H](C(=CC2=CC1)CN1CC(C1)C(=O)O)C 1-[((3R)-6-hex-3-yloxy-3-methyl-3,4-dihydronaphthalen-2-yl)methyl]Azetidine-3-carboxylic acid